fluoro-4-methoxy-1-methyl-1H-benzo[d]imidazole-6-carboxylic acid FC1=NC2=C(N1C)C=C(C=C2OC)C(=O)O